benzyl-4-hydroxyphenyl-methylsulfonamide hexafluorophosphate F[P-](F)(F)(F)(F)F.C(C1=CC=CC=C1)N(S(=O)(=O)C)C1=CC=C(C=C1)O